Endo-8-azabicyclo[3.2.1]octan-3-ol C1C[C@H]2CC(C[C@@H]1N2)O